ClC1=C(C=C(C=C1)C=1C=C2CC(C(C2=CC1)NC(O[C@@H]1CN2CCC1CC2)=O)(C)C)F (S)-quinuclidin-3-yl (5-(4-chloro-3-fluorophenyl)-2,2-dimethyl-2,3-dihydro-1H-inden-1-yl)carbamate